CC1(CCN(CC1)C=1OC2=C(C=C(C=C2C(C1)=O)C)C(C)NC1=C(C=CC=C1)S(=O)(=O)N)C 2-((1-(2-(4,4-dimethylpiperidin-1-yl)-6-methyl-4-oxo-4H-chromen-8-yl)ethyl)amino)benzenesulfonamide